C[S-].[Na+].BrC=1C(=CC=2C3=C(C(=NC2C1F)SC)C=NN3[C@@H]3C[C@H](N(CC3)C(=O)OC(C)(C)C)CCO[Si](C)(C)C(C)(C)C)Cl tert-butyl (2S,4S)-4-(7-bromo-8-chloro-6-fluoro-4-(methylthio)-1H-pyrazolo[4,3-c]quinolin-1-yl)-2-(2-((tert-butyldimethylsilyl)oxy)ethyl)piperidine-1-carboxylate Sodium thiomethoxide